[N+](=O)([O-])C=1C(=C2C(=NC1)N(C=C2)S(=O)(=O)C2=CC=CC=C2)NC2CN(CC2)C(=O)[O-] 3-((5-nitro-1-(phenylsulfonyl)-1H-pyrrolo[2,3-b]pyridin-4-yl)amino)pyrrolidin-1-carboxylate